Cl.C1(=CC=CC2=CC=CC=C12)NC(=O)[C@H]1CNC[C@@H]1C1=CC=C(C=C1)C(F)(F)F (3R,4S)-N-(Naphthalen-1-yl)-4-[4-(trifluoromethyl)phenyl]pyrrolidine-3-carboxamide hydrochloride